CC1([C@H]2CC[C@@]1(C(=O)C2)CS(=O)(=O)O)C The molecule is the R enantiomer of camphorsulfonic acid. It is a conjugate acid of a (R)-camphorsulfonate. It is an enantiomer of a (S)-camphorsulfonic acid.